BrC1=CC(=NC=C1)[C@H](CC)N[S@](=O)C(C)(C)C (R)-N-((S)-1-(4-bromopyridin-2-yl)propyl)-2-methylpropane-2-sulfinamide